thiophosphoryl-butyl-octanol zinc salt [Zn].P(=S)#CCCCCCCC(O)CCCC